methyl (1S,3S)-3-((5-(3-(aminomethyl)-5-chlorothiophen-2-yl)-3-methylpyrazin-2-yl)oxy)cyclohexane-1-carboxylate NCC1=C(SC(=C1)Cl)C=1N=C(C(=NC1)O[C@@H]1C[C@H](CCC1)C(=O)OC)C